2-(3,3-diethyl-azetidin-1-yl)-5-ethyl-N-(7-fluoroindolin-5-yl)oxazole-4-carboxamide C(C)C1(CN(C1)C=1OC(=C(N1)C(=O)NC=1C=C2CCNC2=C(C1)F)CC)CC